acrylamidomethyltrimethylammonium chloride [Cl-].C(C=C)(=O)NC[N+](C)(C)C